BrC1=C(C(C=O)=CC(=C1)Br)O 3,5-Dibromosalicylaldehyde